(3-(5-(piperidin-1-ylmethyl)-5,6-dihydro-1,4,2-dioxazin-3-yl)piperidin-1-yl)acetamide N1(CCCCC1)CC1OC(=NOC1)C1CN(CCC1)CC(=O)N